CS(=O)(=O)O (R)-methanesulfonic acid